C(CCCCCCCCCCC)C(=S)S(=O)SC(C(=O)O)(C)C 2-(dodecylthiocarbonylsulfinylthio)-2-methylpropionic acid